(S)-2-amino-3-(7-(pyrimidin-2-ylamino)-1H-indol-3-yl)propanoic acid N[C@H](C(=O)O)CC1=CNC2=C(C=CC=C12)NC1=NC=CC=N1